BrC1=CC=C(OCCN2CCCC2)C=C1 1-(2-(4-bromophenoxy)ethyl)pyrrolidine